fumaric acid dibutyl ester C(CCC)OC(\C=C\C(=O)OCCCC)=O